BrC1=CC(=C(COC2=NC(=CC=C2)OC2CCCC2)C=C1F)Cl 2-((4-Bromo-2-chloro-5-fluorobenzyl)oxy)-6-(cyclopentyloxy)pyridine